CC1=CC=C(C=C1)C(C(CC=C(C)C)C)=O 1-(4-methylphenyl)-2,5-dimethyl-4-hexene-1-one